C(C)(C)(C)[Si](C)(C)OC=1C(=C2CC[C@@](OC2=C(C1C)C)(C)CC\C=C(\CCC=C(F)F)/C)C (R,E)-tert-butyl((2-(8,8-difluoro-4-methylocta-3,7-dien-1-yl)-2,5,7,8-tetramethylchroman-6-yl)oxy)dimethylsilane